The molecule is a dimer of hematin in which an iron-oxygen bond links the central iron of one hematin to the oxygen of one of the carboxylates of the adjacent hematin. CC1=C(C2=CC3=NC(=CC4=C(C(=C([N-]4)C=C5C(=C(C(=N5)C=C1[N-]2)C=C)C)C=C)C)C(=C3CCC(=O)[O-])C)CCC(=O)O.CC1=C(C2=CC3=NC(=CC4=C(C(=C([N-]4)C=C5C(=C(C(=N5)C=C1[N-]2)C=C)C)C=C)C)C(=C3CCC(=O)O)C)CCC(=O)[O-].[Fe].[Fe]